BrC1=NC=CC=C1OC1CC1 2-bromo-3-(cyclopropoxy)pyridine